C(CN(C(O[C@@]1(C(OCC=2C(N3CC=4C(=NC=5C=CC(=CC5C4CC)OC(=O)OC(C)(C)C)C3=CC21)=O)=O)CC)=O)C)N(C(OCC2=CC=CC=C2)=O)C benzyl ((S)-9-((tert-butoxycarbonyl) oxy)-4,11-diethyl-3,14-dioxo-3,4,12,14-tetrahydro-1H-pyrano[3',4':6,7]indolizino[1,2-b]quinolin-4-yl) ethane-1,2-diylbis(methylcarbamate)